OC1=NC(=NC(=C1)N1C=NC=C1)C(=O)NC1CCC(CC1)OC 4-hydroxy-6-(1H-imidazol-1-yl)-N-((1r,4r)-4-methoxycyclohexyl)pyrimidine-2-carboxamide